C(#N)C=1N=NC=CC1C(=O)OC methyl 3-cyanopyridazine-4-carboxylate